benzyl 4-([1-[2-(isoquinolin-6-ylamino)-5-methylpyridin-4-yl]azetidin-3-yl]oxy)piperidine-1-carboxylate C1=NC=CC2=CC(=CC=C12)NC1=NC=C(C(=C1)N1CC(C1)OC1CCN(CC1)C(=O)OCC1=CC=CC=C1)C